IC1=C(C(=O)NC2=C(C=CC(=C2)Cl)Cl)C=CC=C1 2-iodo-N-(2,5-dichlorophenyl)benzamide